CN1CCC2(CN(C2)S(=O)(=O)C=2C=C(C(=O)O)C=CC2)CC1 3-((7-methyl-2,7-diazaspiro[3.5]non-2-yl)sulfonyl)benzoic acid